6-(1,3-benzothiazol-6-yl)-5-[4-[(3S)-1-(3-fluoropropyl)pyrrolidin-3-yl]oxyphenyl]-8,9-dihydro-7H-benzo[7]annulen-2-ol S1C=NC2=C1C=C(C=C2)C2=C(C1=C(CCC2)C=C(C=C1)O)C1=CC=C(C=C1)O[C@@H]1CN(CC1)CCCF